(S)-3-amino-3-methylpiperidine-2,6-dione N[C@@]1(C(NC(CC1)=O)=O)C